(1r,3r)-3-(3-(6-((6-(hydroxymethyl)-1,4-oxazepan-4-yl)methyl)-1-oxo-4-(trifluoromethyl)isoindolin-2-yl)phenyl)-3-((4-methyl-4H-1,2,4-triazol-3-yl)methyl)cyclobutane-1-carbonitrile OCC1CN(CCOC1)CC1=CC(=C2CN(C(C2=C1)=O)C=1C=C(C=CC1)C1(CC(C1)C#N)CC1=NN=CN1C)C(F)(F)F